1-(6-Methoxy-5-methylpyridin-3-yl)-4,5,7,8-tetrahydro-1H-oxepino[4,5-c]pyrazol-3-ol COC1=C(C=C(C=N1)N1N=C(C2=C1CCOCC2)O)C